C(C)(C)N1C(=NN=C1)C1=CC=CC(=N1)N1C(N(CC1)C1=CC=C(C=C1)N1CC(OCC1)C)=O 1-(6-(4-isopropyl-4H-1,2,4-triazol-3-yl)pyridin-2-yl)-3-(4-(2-methylmorpholino)phenyl)imidazolidin-2-one